C(C)(C)(C)C1CCC(CC1)C1=CC=C(C=C1)C1=C(C=CC=C1)F 4'-((1r,4r)-4-(tert-butyl)cyclohexyl)-2-fluoro-[1,1'-biphenyl]